(R)-2,2,2-trifluoro-1-(3-fluoro-4-nitrophenyl)ethan-1-ol FC([C@H](O)C1=CC(=C(C=C1)[N+](=O)[O-])F)(F)F